tert-butyl N-{5-methyl-2-[2-(trimethylsilyl)ethynyl]pyridin-4-yl}carbamate CC=1C(=CC(=NC1)C#C[Si](C)(C)C)NC(OC(C)(C)C)=O